Heptanaldehyde C(CCCCCC)=O